5-(2-cyclopropyl-1-(3-(4-methylpiperazin-1-yl)bicyclo[1.1.1]pentan-1-yl)-1H-imidazol-4-yl)-3-(trifluoromethoxy)pyridin-2-amine C1(CC1)C=1N(C=C(N1)C=1C=C(C(=NC1)N)OC(F)(F)F)C12CC(C1)(C2)N2CCN(CC2)C